(2R,4R)-2-(((S)-1-((4-((Z)-N'-acetoxycarbamimidoyl)benzyl)amino)-1-oxopropan-2-yl)carbamoyl)-4-phenylpyrrolidine-1-carboxylic acid tert-butyl ester C(C)(C)(C)OC(=O)N1[C@H](C[C@@H](C1)C1=CC=CC=C1)C(N[C@H](C(=O)NCC1=CC=C(C=C1)/C(/N)=N/OC(C)=O)C)=O